1-[4-[(3-methyl-4-[[1,2,4]triazolo[1,5-a]pyridin-7-ylmethyl]phenyl)amino]quinazolin-6-yl]-3-methylidenepyrrolidin-2-one CC=1C=C(C=CC1CC1=CC=2N(C=C1)N=CN2)NC2=NC=NC1=CC=C(C=C21)N2C(C(CC2)=C)=O